rac-[2-(2,3-dicetyloxypropyloxysuccinyloxy)ethyl]-trimethylammonium C(CCCCCCCCCCCCCCC)O[C@@H](COC(CCC(=O)OCC[N+](C)(C)C)=O)COCCCCCCCCCCCCCCCC |r|